2-methyl-propane-2-sulfinic acid [1-(2-fluoro-3-trifluoromethyl-phenyl)-ethyl]-amide FC1=C(C=CC=C1C(F)(F)F)C(C)NS(=O)C(C)(C)C